triisopropyl((6-(methoxymethoxy)-8-(4,4,5,5-tetramethyl-1,3,2-dioxaborolane-2-yl)naphthalen-1-yl)ethynyl)silane C(C)(C)[Si](C#CC1=CC=CC2=CC(=CC(=C12)B1OC(C(O1)(C)C)(C)C)OCOC)(C(C)C)C(C)C